N-(3-methyl-2-pyridyl)formamide CC=1C(=NC=CC1)NC=O